N-oleoyl-dopamine C(CCCCCCC\C=C/CCCCCCCC)(=O)NCCC1=CC(O)=C(O)C=C1